[6-[(2,4-Difluorophenyl)methyl]-2-azaspiro[3.3]heptan-2-yl]-[(3S)-3-(triazol-1-yl)pyrrolidin-1-yl]methanone FC1=C(C=CC(=C1)F)CC1CC2(CN(C2)C(=O)N2C[C@H](CC2)N2N=NC=C2)C1